FC1=C(COC2=C(C=C(C=C3C(N(C(S3)=S)CC(=O)O)=O)C=C2)OC)C=CC=C1 (5-{4-[(2-fluorobenzyl)oxy]-3-methoxybenzylidene}-4-oxo-2-thioxo-1,3-thiazolidin-3-yl)acetic acid